CC(CCC(C)O)O Hexane-2,5-diol